trans-cyclohexene carbonate C(O)(O)=O.C1=CCCCC1